NC=1NC(C2=C(N1)NC=C2CNCCCC)=O N-((2-amino-4-oxo-4,7-dihydro-3H-pyrrolo[2,3-d]pyrimidin-5-yl)methyl)-butan-1-amine